FC(C1=CC(=NC=C1)N1N=CC(=C1)S(=O)(=O)Cl)(F)F 1-[4-(trifluoromethyl)pyridin-2-yl]pyrazole-4-sulfonyl chloride